COC(=O)C1=CC2=C(N(C=N2)CC(F)F)C=C1F 1-(2,2-difluoroethyl)-6-fluoro-1H-benzo[d]Imidazole-5-carboxylic acid methyl ester